N[C@@H]1CCCC12CCN(CC2)C=2N(C(C=1C(N2)=NN(C1C1=C(C2=CN(N=C2C=C1)C)Cl)CC1=CC=C(C=C1)OC)=O)C 6-[(1R)-1-Amino-8-azaspiro[4.5]decan-8-yl]-3-(4-chloro-2-methyl-2H-indazol-5-yl)-2-[(4-methoxyphenyl)methyl]-5-methyl-2H,4H,5H-pyrazolo[3,4-d]pyrimidin-4-one